4-Amino-1-[4-[4-(4-benzyl-6-chloro-2-pyridinyl)piperazin-1-yl]sulfonylphenyl]pyrrolidin-2-one NC1CC(N(C1)C1=CC=C(C=C1)S(=O)(=O)N1CCN(CC1)C1=NC(=CC(=C1)CC1=CC=CC=C1)Cl)=O